2-(4-((2-morpholinoethyl)sulfonyl)piperidine-1-carbonyl)anthracene-9,10-dione O1CCN(CC1)CCS(=O)(=O)C1CCN(CC1)C(=O)C1=CC=2C(C3=CC=CC=C3C(C2C=C1)=O)=O